2,2-dibromo-1-(2-bromophenyl)ethanone BrC(C(=O)C1=C(C=CC=C1)Br)Br